2-[4-cyclopropyl-7-[(3R)-1-(2-hydroxyethyl)-3-piperidyl]pyrrolo[2,3-c]pyridazin-3-yl]-5-methoxy-phenol C1(CC1)C=1C2=C(N=NC1C1=C(C=C(C=C1)OC)O)N(C=C2)[C@H]2CN(CCC2)CCO